COC(=O)C1=CN(C(C(=C1)C=1C=NN(C1OCCCCC(C)(C)NC1=C(C=CC(=C1)Br)[N+](=O)[O-])C)=O)C methyl-5-[5-({5-[(5-bromo-2-nitrophenyl) amino]-5-methylhexyl} oxy)-1-methylpyrazol-4-yl]-1-methyl-6-oxopyridine-3-carboxylate